FC=1C=C(C=C(C1)F)CNC1=CC=CC(=N1)S(=O)(=O)NC(=O)C=1C(=NC=CC1)N1C(CC(C1)C)(C)C N-[[6-[(3,5-Difluorophenyl)methylamino]-2-pyridyl]sulfonyl]-2-(2,2,4-trimethylpyrrolidin-1-yl)pyridin-3-carboxamid